4-(3-((3R,5R)-4-acryloyl-5-methylmorpholin-3-yl)-5-chlorophenyl)picolinamide C(C=C)(=O)N1[C@@H](COC[C@H]1C)C=1C=C(C=C(C1)Cl)C1=CC(=NC=C1)C(=O)N